6-{8-fluoro-2-methylimidazo[1,2-a]pyridin-6-yl}-3-(1-methylpiperidin-4-yl)thieno[3,2-d]pyrimidin-4-one FC=1C=2N(C=C(C1)C1=CC=3N=CN(C(C3S1)=O)C1CCN(CC1)C)C=C(N2)C